CCCCCCCC(C)C Isodecane